3-((3-cyclopropylpyridin-2-yl)oxy)-N-((2r,4r)-1,2-dimethylpiperidin-4-yl)-2,2-dimethylpropionamide C1(CC1)C=1C(=NC=CC1)OCC(C(=O)N[C@H]1C[C@H](N(CC1)C)C)(C)C